C(C)OC1=C(C(N(C=C1)C1=CC=CC=C1)=O)C(=O)NC1=CC(=C(OC2=C3C(=NC=C2)C=C(S3)C3=CC=C(C=N3)CN(C(OC(C)(C)C)=O)CCOC)C=C1)F t-butyl [(6-{7-[4-(4-ethoxy-2-oxo-1-phenyl-1,2-dihydropyridine-3-carboxamido)-2-fluorophenoxy]thieno[3,2-b]pyridin-2-yl}pyridin-3-yl)methyl](2-methoxyethyl)carbamate